C(C)(C)(C)N(C(O)=O)CCN1C2=CC=C(C=C2C=2C=CC(=C(C12)C1=CC(=C(C=C1)Cl)Cl)NC1=CC=CC=C1)Cl.C(C#CCC(=O)O)C(=O)O 2-butyne-1,4-diyl-dicarboxylate tert-Butyl-(2-(6-chloro-1-(3,4-dichlorophenyl)-2-(phenylamino)-9H-carbazol-9-yl)ethyl)carbamate